aminopiperazine sodium [Na].NN1CCNCC1